C1N(CCC2=CC=CC=C12)C[C@H](CN1C(C2=CC=C(C=C2CC1)OC1CCN(CC1)CCOC)=O)O 2-[(2R)-3-(3,4-Dihydro-1H-isochinolin-2-yl)-2-hydroxy-propyl]-6-[[1-(2-methoxyethyl)-4-piperidyl]oxy]-3,4-dihydroisochinolin-1-on